The molecule is a dihydroxyanthraquinone that is anthracene-9,10-dione substituted by hydroxy groups at positions 1 and 8. It has a role as an apoptosis inducer and a plant metabolite. C1=CC2=C(C(=C1)O)C(=O)C3=C(C2=O)C=CC=C3O